tert-butyl 3-[[5-(1,1-difluoroethyl)-3-pyridyl]carbamoyl]-5,7-dihydro-4H-thieno[2,3-c]pyridine-6-carboxylate FC(C)(F)C=1C=C(C=NC1)NC(=O)C1=CSC=2CN(CCC21)C(=O)OC(C)(C)C